CC1(CCC(CN1)NC1=NC=C(C(=N1)C1=CNC=2C(N(CCCC21)CC=2C=NN(C2)C)=O)C(F)(F)F)C 3-{2-[(6,6-dimethylpiperidin-3-yl)amino]-5-(trifluoromethyl)pyrimidin-4-yl}-7-[(1-methyl-1H-pyrazol-4-yl)methyl]-1H,4H,5H,6H,7H,8H-pyrrolo[2,3-c]azepin-8-one